N1=C(C=CC=C1)CCSCCOCCOCCSCCC1=NC=CC=C1 1,14-bis(2-pyridinyl)-6,9-dioxa-3,12-dithiatetradecane